6-acetyl-2-[[5-[6-(chloromethyl)-3,3-dimethyl-1,4-dihydroisoquinolin-2-yl]-2-pyridyl]amino]-8-cyclopentyl-5-methyl-pyrido[2,3-d]pyrimidin-7-one C(C)(=O)C1=C(C2=C(N=C(N=C2)NC2=NC=C(C=C2)N2CC3=CC=C(C=C3CC2(C)C)CCl)N(C1=O)C1CCCC1)C